C1(CC1)S(=O)(=O)N1N=CC(=C1)C1=NC=CC(=N1)NC1=CC(=C(C=N1)C1=NC=C(C=C1)N1CCC(CC1)O)NC1CCC(CC1)(C)O 1-(6'-((2-(1-(Cyclopropylsulfonyl)-1H-pyrazol-4-yl)pyrimidin-4-yl)amino)-4'-(((1s,4s)-4-hydroxy-4-methylcyclohexyl)amino)-[2,3'-bipyridin]-5-yl)piperidin-4-ol